3-methyl-3-sulfanylhexanol CC(CCO)(CCC)S